CN1C(=NC2=C(C=C(C=C2C1=O)C)[C@@H](C)NC=1C=NC=2C(N(C=CC2C1)C)=O)N1CCOCC1 (R)-3,6-dimethyl-8-(1-((7-methyl-8-oxo-7,8-dihydro-1,7-naphthyridin-3-yl)amino)ethyl)-2-morpholinoquinazolin-4(3H)-one